FC1CC2C(N[C@H]3CCC4NCNC(NCCCOC2CC1)C4N3)C (R)-6-fluoro-3-methyl-10-oxa-2,14,16,18,22-pentaazatetracyclo[13.6.2.04,9.019,23]tricosane